BrC1=CC=C(C=C1)CN1C=NC2=C1C=CC=C2 1-((4-bromophenyl)methyl)-1,3-benzodiazole